NC1=CC(=C2C(=N1)C(N(C2C2=C(C=CC(=C2)F)Cl)CC2=CC=C(C=C2)OC)=O)Cl 2-amino-4-chloro-5-(2-chloro-5-fluorophenyl)-6-[(4-methoxyphenyl)methyl]-5H,6H,7H-pyrrolo[3,4-b]pyridin-7-one